C1(=CC=CC=C1)C=1C2=CC=CC=C2C(=C2C=CC=C(C12)C=1C=C(C=CC1)C1=CC=2C=CC=CC2C=2C3=C(OC21)C=CC=C3)C3=CC=CC=C3 6-[3-(9,10-diphenyl-anthryl)phenyl]-benzo[b]naphtho[1,2-d]furan